2-(4-{5-[5-Fluoro-6-(2-methoxyethoxy)-1H-indazol-3-yl]-1,2-oxazol-3-yl}benzoyl)-7-oxa-2-azaspiro[3.5]nonane FC=1C=C2C(=NNC2=CC1OCCOC)C1=CC(=NO1)C1=CC=C(C(=O)N2CC3(C2)CCOCC3)C=C1